thiodiethanol Isopropyl-7-isopropoxy-2-(4-methyl-2-oxabicyclo[2.2.2]octan-1-yl)imidazo[1,2-a]pyrimidine-6-carboxylate C(C)(C)C1=C(N=C2N1C=C(C(=N2)OC(C)C)C(=O)OCCSCCO)C21OCC(CC2)(CC1)C